P(O)(=O)(OP(=O)(O)OP(=O)(O)O)OC[C@@H]1[C@H]([C@H]([C@@H](O1)C1=CN(C(=O)NC1=O)C)O)O (1-methyl)-pseudouridine-triphosphate